Cl.C(C)[C@@H]1CNCC1 3-(S)-ethylpyrrolidine hydrochloride